C(C)(C)(C)OC(N[C@@H](CC1=CNC2=CC=C(C=C12)C)C)=O (R)-(1-(5-methyl-1H-indol-3-yl)propan-2-yl)carbamic acid tert-butyl ester